1,1,1,3,3,3-hexafluoro-2-methoxypropane FC(C(C(F)(F)F)OC)(F)F